C1(CC1)NC(C1=C(C=C(C(=C1)C=1C=NC(=C(C1)C1=C(C(N=C1)C)CO)N[C@H](CO)C)C)F)=O N-cyclopropyl-2-fluoro-5-(5-(3-(hydroxymethyl)-2-methyl-2H-pyrrol-4-yl)-6-(((S)-1-hydroxypropan-2-yl)amino)pyridin-3-yl)-4-methylbenzamide